P(=O)(OCCCC)(OCCCC)[O-] di(1-butyl) phosphate